C(C)(C)C1=NC=CC(=C1NC(=O)C1=C(C(=O)N)C=CC=N1)C ((2-isopropyl-4-methylpyridin-3-yl)carbamoyl)nicotinamide